C(C1=CC=CC=C1)N1N=CC=C1N1CCN(CC1)C=1C=NN2C1C=CC(=C2)C=2C=NN(C2)C 3-(4-(1-benzyl-1H-pyrazol-5-yl)piperazin-1-yl)-6-(1-methyl-1H-pyrazol-4-yl)pyrazolo[1,5-a]pyridine